((2S,3R,4R)-2-(3,4-Dimethoxyphenyl)-4-(4-(trifluoromethyl)benzyl)tetrahydrofuran-3-yl)methanol COC=1C=C(C=CC1OC)[C@H]1OC[C@@H]([C@@H]1CO)CC1=CC=C(C=C1)C(F)(F)F